6-[3-(5-Chloro-2-methoxypyridine-3-sulfonamido)-2,6-difluorophenyl]-7-fluoro-N-(prop-2-yn-1-yl)-1H-indazole-3-carboxamide ClC=1C=C(C(=NC1)OC)S(=O)(=O)NC=1C(=C(C(=CC1)F)C1=CC=C2C(=NNC2=C1F)C(=O)NCC#C)F